ClC1=NC(=NC(=C1C(F)(F)F)OC1CNCC2=CC=CC=C12)NS(=O)(=O)C=1C=C(C(=O)OC)C=CC1 methyl 3-[[4-chloro-6-(1,2,3,4-tetrahydroisoquinolin-4-yloxy)-5-(trifluoromethyl)pyrimidin-2-yl]sulfamoyl]benzoate